3-(5-(4-(3-(4-(2-(4-((2-(4-fluorophenyl)-6-hydroxybenzo[b]thiophen-3-yl)oxy)phenoxy)ethyl)piperazin-1-yl)propyl)piperazin-1-yl)-1-oxoisoindolin-2-yl)piperidine-2,6-dione FC1=CC=C(C=C1)C1=C(C2=C(S1)C=C(C=C2)O)OC2=CC=C(OCCN1CCN(CC1)CCCN1CCN(CC1)C=1C=C3CN(C(C3=CC1)=O)C1C(NC(CC1)=O)=O)C=C2